5-fluoro-6-(6-fluoro-1-methyl-1H-indol-4-yl)-3,11,11-trimethyl-8,9,10,11-tetrahydrofuro[3,2-f][1,2,4]triazolo[4,3-a]quinoxaline FC1=C(C2=C(C=3NC(C=4N(C13)C(=NN4)C)(C)C)CCO2)C2=C4C=CN(C4=CC(=C2)F)C